(7-chloro-1-(4-(morpholinomethyl)phenyl)-5,5-dioxo-1,4-dihydrothiochromeno[4,3-c]pyrazol-3-yl)(3-(hydroxymethyl)morpholinyl)methanone ClC=1C=CC2=C(C1)S(CC1=C2N(N=C1C(=O)N1C(COCC1)CO)C1=CC=C(C=C1)CN1CCOCC1)(=O)=O